2-pentyl-9,10-bis(n-butylcarbonyloxy)anthracene C(CCCC)C1=CC2=C(C3=CC=CC=C3C(=C2C=C1)OC(=O)CCCC)OC(=O)CCCC